pyrazol-4-carboxylat N1N=CC(=C1)C(=O)[O-]